dimethoxyhafnium dichloride [Cl-].[Cl-].CO[Hf+2]OC